(E)-3-(3-Bromophenyl)-1-(2,4-dihydroxy-6-methoxyphenyl)prop-2-en-1-one BrC=1C=C(C=CC1)/C=C/C(=O)C1=C(C=C(C=C1OC)O)O